2-diethylaminopropane-1,3-diol C(C)N(C(CO)CO)CC